C(OC1=C(N=CNC1=O)C[C@H](CN1CC(C1)C#N)C1=CC=C(C=C1)C#CC1=CC=C(C=C1)CN1CCOCC1)(OCC)=O (S)-4-(3-(3-cyanoazetidin-1-yl)-2-(4-((4-(morpholinomethyl)phenyl)ethynyl)phenyl)propyl)-6-oxo-1,6-dihydropyrimidin-5-yl ethyl carbonate